(3aR,6aR)-4-(6-(3-phenyl-1H-pyrazol-1-yl)-2-(2-(pyridin-2-yl)ethoxy)pyrimidin-4-yl)hexahydro-2H-furo[3,2-b]pyrrole C1(=CC=CC=C1)C1=NN(C=C1)C1=CC(=NC(=N1)OCCC1=NC=CC=C1)N1[C@H]2[C@@H](CC1)OCC2